N-(4-methoxyphenyl)-3-(N-(4-methoxyphenyl)-N-methylsulfamoyl)benzamide COC1=CC=C(C=C1)NC(C1=CC(=CC=C1)S(N(C)C1=CC=C(C=C1)OC)(=O)=O)=O